C1(=CC=CC=C1)C=1C2=CC=CC=C2C(=C2C=CC(=CC12)C=1C=C(C=CC1)C1=CC=CC=2C=CC3=C(C4=C(O3)C=CC=C4)C12)C1=CC=CC=C1 3-(9,10-diphenyl-2-anthryl)phenyl-benzo[b]naphtho(1,2-d)furan